N-methoxyacetamide CONC(C)=O